(2S)-3-(4-cyanophenoxy)-N-[4-cyano-3-(trifluoromethyl)phenyl]-2-hydroxy-2-methylpropanamide C(#N)C1=CC=C(OC[C@](C(=O)NC2=CC(=C(C=C2)C#N)C(F)(F)F)(C)O)C=C1